triiso-propylphosphine C(C)(C)P(C(C)C)C(C)C